tert-butyl ((3R,5S)-5-hydroxypiperidin-3-yl)carbamate O[C@H]1C[C@H](CNC1)NC(OC(C)(C)C)=O